(S)-7-((S)-2-amino-3,3-dimethylbutanoyl)-2,2-difluoro-7-azaspiro[3.5]nonane-6-carboxylic acid trifluoroacetic acid salt FC(C(=O)O)(F)F.N[C@H](C(=O)N1[C@@H](CC2(CC(C2)(F)F)CC1)C(=O)O)C(C)(C)C